ethoxy-2,4-phenylene diisocyanate C(C)OC1=C(C=C(C=C1)N=C=O)N=C=O